2-((trans-3-(4-(7-(azetidin-3-yl)quinoxalin-2-yl)-3-cyclopropyl-1H-pyrazol-1-yl)cyclobutyl)methyl)isoindoline-1,3-dione N1CC(C1)C1=CC=C2N=CC(=NC2=C1)C=1C(=NN(C1)[C@@H]1C[C@H](C1)CN1C(C2=CC=CC=C2C1=O)=O)C1CC1